BrCCCCC1=C(C=CC=2NC3=CC=C(C=C3C(C12)=O)Cl)Cl (4-bromobutyl)-2,7-dichloroacridin-9(10H)-one